C[C@@H]1OCCC2=CC=CC(=C12)CC(=O)OC methyl (S)-2-(1-methylisochroman-8-yl)acetate